C(C1=CC=CC=C1)N1N=CC(=C1)C(=O)NC1=CC(=CC=C1)NS(=O)(=O)C 1-benzyl-N-(3-methanesulfonamidophenyl)pyrazole-4-carboxamide